N-(2-(2-(Diallylamino)ethyl)benzyl)-N-(2-oxo-2-((2'-oxo-1,1',2',3-tetrahydrospiro[indene-2,3'-pyrrolo[2,3-b]pyridin]-5-yl)amino)ethyl)pivalamide C(C=C)N(CCC1=C(CN(C(C(C)(C)C)=O)CC(NC=2C=C3CC4(C(NC5=NC=CC=C54)=O)CC3=CC2)=O)C=CC=C1)CC=C